CS(=O)(=O)N1C2=CC=CC=C2C=2C([C@@](CCC12)(C#N)CC1=CC(=C(C(=C1)OC)OC)OC)=O (R)-9-(Methylsulfonyl)-4-oxo-3-(3,4,5-trimethoxybenzyl)-2,3,4,9-tetrahydro-1H-carbazole-3-carbonitrile